(S)-4-(5,5-difluoro-4-hydroxyl-3-((trifluoromethyl)sulfonyl)-4,5,6,7-tetrahydro-1H-indol-1-yl)-2-(trifluoromethyl)benzonitrile FC1([C@H](C=2C(=CN(C2CC1)C1=CC(=C(C#N)C=C1)C(F)(F)F)S(=O)(=O)C(F)(F)F)O)F